ClC1=C(C=NO)C(=CC=C1)Cl 2,6-dichloro-benzaldoxime